5,7-di-tert-butyl-3-phenyl-1,3-benzoxazol-3-ium C(C)(C)(C)C=1C=C(C2=C([N+](=CO2)C2=CC=CC=C2)C1)C(C)(C)C